2-(2-(cyclopropanesulfonamido)-6-methylpyrimidin-4-yl)-N-(4-(6-ethoxypyrazin-2-yl)phenyl)-2-methylpropanamide C1(CC1)S(=O)(=O)NC1=NC(=CC(=N1)C(C(=O)NC1=CC=C(C=C1)C1=NC(=CN=C1)OCC)(C)C)C